ClC=1C=CC2=C(NC(=N2)[C@H](COC)[C@H]2CC[C@H](CC2)C2=CC=NC3=CC=C(C=C23)C(F)(F)F)C1 |&1:9| (±)-4-((cis)-4-(1-(6-chloro-1H-benzo[d]imidazol-2-yl)-2-methoxyethyl)cyclohexyl)-6-(trifluoromethyl)quinoline